NCCCN(CCCN)CC N,N-bis(3-aminopropyl)-ethylamine